CON(C(=O)C=1C(=NC(=CC1)N1C=NC2=C1C=CC(=C2)NC=2N=NC(=CC2)C)N2N=C(C=C2C)OC)C N-methoxy-2-(3-methoxy-5-methyl-pyrazol-1-yl)-N-methyl-6-[5-[(6-methylpyridazin-3-yl)amino]benzimidazol-1-yl]pyridine-3-carboxamide